ClC1=C(C=C(S1)B1OC(C(O1)(C)C)(C)C)C 2-(5-chloro-4-methylthiophene-2-yl)-4,4,5,5-tetramethyl-1,3,2-dioxaborolane